FC1(CCN(CC1)B1OC(C(O1)(C)C)(C)C)F 4,4-difluoro-1-(tetramethyl-1,3,2-dioxaborolan-2-yl)piperidine